isobutyl-N-ethoxymethylpyrrolidine C(C(C)C)C1N(CCC1)COCC